ANTHRACENE-9-CARBOXYLIC ACID C1=CC=CC2=CC3=CC=CC=C3C(=C12)C(=O)O